7-((6-methyl-5-(1-methyl-1H-1,2,4-triazol-3-yl)pyridin-2-yl)amino)-5-azaspiro[2.4]heptane-5-carboxylic acid tert-butyl ester C(C)(C)(C)OC(=O)N1CC2(CC2)C(C1)NC1=NC(=C(C=C1)C1=NN(C=N1)C)C